FC(C)(F)C1=NC(=CC(=N1)NC1=CC(=NC=C1C=1N=NC(=CC1)P(=O)(C)C)NC(C)=O)C N-(4-((2-(1,1-difluoroethyl)-6-methylpyrimidin-4-yl)amino)-5-(6-(dimethylphosphoryl)pyridazin-3-yl)pyridin-2-yl)acetamide